[O-]S(=O)(=O)C(F)(F)F.COP(=O)(OC)CCC=1C=C(C=C(C1)CCP(=O)(OC)OC)[I+]C1=C(C=C(C=C1C)C)C (3,5-bis(2-(dimethoxyphosphoryl)ethyl)phenyl)(2,4,6-trimethylphenyl)iodonium triflate